6-bromo-5-fluoro-1-tetrahydropyran-2-yl-indazole-4-carboxylate BrC=1C(=C(C=2C=NN(C2C1)C1OCCCC1)C(=O)[O-])F